tert-Butyl 8-(p-tolyl)-1,3,4,5-tetrahydro-2H-pyrido[4,3-b]indole-2-carboxylate C1(=CC=C(C=C1)C1=CC=2C3=C(NC2C=C1)CCN(C3)C(=O)OC(C)(C)C)C